NC1=NN2C(C=C(C=C2)C=2C=C(C(=NC2)OC)C(=O)NCC2=C(C=CC=C2OC2=CC=CC=C2)Cl)=N1 5-{2-amino-[1,2,4]triazolo[1,5-a]pyridin-7-yl}-N-[(2-chloro-6-phenoxyphenyl)methyl]-2-methoxypyridine-3-carboxamide